5-{[(1S,2R)-2-aminocyclohexyl]amino}-N-(3-carbamoyl-1-methyl-1H-pyrazol-4-yl)pyrazolo[1,5-a]pyrimidine-3-carboxamide trifluoroacetate FC(C(=O)O)(F)F.N[C@H]1[C@H](CCCC1)NC1=NC=2N(C=C1)N=CC2C(=O)NC=2C(=NN(C2)C)C(N)=O